6-chloro-8-cyclobutoxy-7-(5-methyl-1H-indazol-4-yl)-2-(((S)-1-methylpyrrolidin-2-yl)methoxy)quinazolin ClC=1C=C2C=NC(=NC2=C(C1C1=C2C=NNC2=CC=C1C)OC1CCC1)OC[C@H]1N(CCC1)C